(1S,3S)-3-((6-(5-((5-isobutyl-2H-tetrazol-2-yl)methyl)-1-methyl-1H-1,2,3-triazol-4-yl)-2-methylpyridin-3-yl)oxy)cyclohexane-1-carboxylic acid C(C(C)C)C=1N=NN(N1)CC1=C(N=NN1C)C1=CC=C(C(=N1)C)O[C@@H]1C[C@H](CCC1)C(=O)O